2,4,6-trinitro-1,3,5-tri(4'-nitrostyryl)benzene [N+](=O)([O-])C1=C(C(=C(C(=C1C=CC1=CC=C(C=C1)[N+](=O)[O-])[N+](=O)[O-])C=CC1=CC=C(C=C1)[N+](=O)[O-])[N+](=O)[O-])C=CC1=CC=C(C=C1)[N+](=O)[O-]